C(C)C1=NC=C(C=C1[C@@H]1N(CCC1)C1=NC=2N(C=C1)N(CC2)[C@@H]2C[C@H](CC2)O)F 5-((R)-2-(2-ethyl-5-fluoropyridin-3-yl)pyrrolidin-1-yl)-N-((1S,3S)-3-hydroxycyclopentyl)pyrazolo[1,5-a]pyrimidine